tert-Butyl 4-((2-(5-(3-(5-(tert-butyl)isoxazol-3-yl)ureido)benzofuran-2-carbonyl)-5-hydroxy-1H-indol-4-yl)methyl)piperazine-1-carboxylate C(C)(C)(C)C1=CC(=NO1)NC(NC=1C=CC2=C(C=C(O2)C(=O)C=2NC3=CC=C(C(=C3C2)CN2CCN(CC2)C(=O)OC(C)(C)C)O)C1)=O